4,5-dimethyl-4,5-di-phenyloctane CC(CCC)(C(CCC)(C1=CC=CC=C1)C)C1=CC=CC=C1